COC1=NC(=NC=C1C(=O)O)SC 4-methoxy-2-(methylsulfanyl)pyrimidine-5-carboxylic acid